2,4,6-trinitro-1,3,5-triaminobenzene [N+](=O)([O-])C1=C(C(=C(C(=C1N)[N+](=O)[O-])N)[N+](=O)[O-])N